N-(2-fluorophenyl)-1-methyl-2-oxo-4-(6-(trifluoromethyl)pyridin-3-yl)pyrrolidine-3-carboxamide FC1=C(C=CC=C1)NC(=O)C1C(N(CC1C=1C=NC(=CC1)C(F)(F)F)C)=O